6-bromo-2-(difluoromethyl)-4-fluoro-1-(propan-2-yl)-1H-benzimidazole BrC=1C=C(C2=C(N(C(=N2)C(F)F)C(C)C)C1)F